C(C1=CC=CC=C1)OC([C@@H](NC1=CC=CC=C1)C)=O (S)-Phenyl-alanine benzyl ester